C1(CC1)CS(=O)(C1=CC2=CN(N=C2C=C1)C=1C=NC=NC1)=N (cyclopropylmethyl)(imino)(2-(pyrimidin-5-yl)-2H-indazol-5-yl)-λ6-sulfanone